O1CC(CC1)COC1=CC=C(NC=2C3=C(N=CN2)C=CC(=N3)N3CC2(CCN2C(=O)OC(C)(C)C)C3)C=C1 tert-butyl 6-[4-[4-(tetrahydrofuran-3-ylmethoxy)anilino]pyrido[3,2-d]pyrimidin-6-yl]-1,6-diazaspiro[3.3]heptane-1-carboxylate